N1(C=NC=2C1=C1C(=NC2)NC=C1)N1CCC2(CC2C#N)CC1 6-(imidazo[4,5-d]pyrrolo[2,3-b]pyridin-1(6H)-yl)-6-azaspiro[2.5]octane-1-carbonitrile